ClC1=C(C=CC=C1F)C(C(=O)NC1CC1)NC(OC(C)(C)C)=O tert-Butyl (1-(2-chloro-3-fluorophenyl)-2-(cyclopropylamino)-2-oxoethyl)carbamate